ClC=1C=CC=C2[C@H](CCOC12)NC(=O)NC1=NN(C=C1)C1=CC=C(C=C1)C(C)N(C)C 1-[(4S)-8-chlorochroman-4-yl]-3-[1-[4-[1-(dimethylamino)ethyl]phenyl]pyrazol-3-yl]urea